2-chloro-7-(8-ethyl-7-fluoro-3-(methoxymethoxy)naphthalen-1-yl)-8-fluoro-4-(6-(methoxymethoxy)-3-azabicyclo[3.2.1]oct-3-yl)pyrido[4,3-d]pyrimidine ClC=1N=C(C2=C(N1)C(=C(N=C2)C2=CC(=CC1=CC=C(C(=C21)CC)F)OCOC)F)N2CC1CC(C(C2)C1)OCOC